C(=CCCCCCCCC)O decaenol